tert-butyl (S)-2-(3-fluoro-4-(7-((3-(4-fluoropiperidin-1-yl)propyl)carbamoyl)-6-methylbenzo[d]imidazo[2,1-b]thiazol-2-yl)phenyl)pyrrolidine-1-carboxylate FC=1C=C(C=CC1C=1N=C2SC3=C(N2C1)C=C(C(=C3)C(NCCCN3CCC(CC3)F)=O)C)[C@H]3N(CCC3)C(=O)OC(C)(C)C